((2-(N,N-Dimethylsulfamoyl)phenyl)amino)-3-((6-methoxy-2-methyl-1,2,3,4-tetrahydroisoquinolin-7-yl)amino)-1,2,4-triazine-6-carboxamide CN(S(=O)(=O)C1=C(C=CC=C1)NC=1N=C(N=NC1C(=O)N)NC1=C(C=C2CCN(CC2=C1)C)OC)C